N-(4-bromo-2-fluorophenyl)-4-methyl-5-({4-[(methylsulfamoyl)amino]phenyl}methyl)pyridin-3-amine BrC1=CC(=C(C=C1)NC=1C=NC=C(C1C)CC1=CC=C(C=C1)NS(NC)(=O)=O)F